2,2,3,3,3-pentafluoropropyl-α-chloroacrylic acid FC(CC=C(C(=O)O)Cl)(C(F)(F)F)F